ClCC=1C=C(C(=C(C1)F)C(F)(F)F)F 5-(chloromethyl)-1,3-difluoro-2-(trifluoromethyl)benzene